tetrahydroxy-1,4-benzoquinone biscarbonate C(O)(O)=O.C(O)(O)=O.OC1=C(C(C(=C(C1=O)O)O)=O)O